ClC1=C(C2=C(C=N1)N=CN2CC(C)(F)F)OC 6-Chloro-1-(2,2-difluoropropyl)-7-methoxy-1H-imidazo[4,5-c]pyridine